ClC1=NC(=NN2C1=C(C(=C2)C2=NN(C=C2)C)C)C=2N(C=CN2)C chloro-5-methyl-2-(1-methyl-1H-imidazol-2-yl)-6-(1-methyl-1H-pyrazol-3-yl)pyrrolo[2,1-f][1,2,4]triazine